methyl 5-(((R)-1-(tert-butoxy)-3-methyl-1-oxobutan-2-yl)carbamoyl)-2-(2-(4-fluorophenyl)butanamido)-4-methylthiophene-3-carboxylate C(C)(C)(C)OC([C@@H](C(C)C)NC(=O)C1=C(C(=C(S1)NC(C(CC)C1=CC=C(C=C1)F)=O)C(=O)OC)C)=O